C(C1=CC=CC=C1)N1C(N(CC2=CC=CC=C12)CC(CN1C2=CC=C(C=C2C=2C=C(C=CC12)F)F)O)=O benzyl-3-(3-(3,6-difluoro-9H-carbazol-9-yl)-2-hydroxypropyl)-3,4-dihydroquinazolin-2(1H)-one